(4-(1H-Imidazol-1-yl)-7-(4-(trifluoromethoxy)phenyl)-2,3-dihydrobenzofuran-5-yl)methanamine N1(C=NC=C1)C1=C(C=C(C2=C1CCO2)C2=CC=C(C=C2)OC(F)(F)F)CN